7-(4-(5-(4,5-Dimethoxy-2-nitrophenyl)-2H-tetrazol-2-yl)phenethyl)-5,6,7,8-tetrahydroimidazo[1,5-a]pyrazine COC1=CC(=C(C=C1OC)C=1N=NN(N1)C1=CC=C(CCN2CC=3N(CC2)C=NC3)C=C1)[N+](=O)[O-]